C[At] monomethylastatine